2-(8-(2-fluoro-4-iodophenylamino)-1-oxo-2,6-naphthyridin-2(1H)-yl)acetic acid FC1=C(C=CC(=C1)I)NC=1C=NC=C2C=CN(C(C12)=O)CC(=O)O